(R)-1-(4-acetyl-3-(3-chloro-5-(2-methyl-2H-tetrazol-5-yl)phenyl)piperazin-1-yl)but-2-yn-1-one C(C)(=O)N1[C@@H](CN(CC1)C(C#CC)=O)C1=CC(=CC(=C1)C=1N=NN(N1)C)Cl